N(1)-(((1H-indole-5-yl)amino)-1-oxo-3-phenylpropane-2-yl)pyrrolidine-1-carboxamide N1C=CC2=CC(=CC=C12)NC(C(C=O)NC(=O)N1CCCC1)C1=CC=CC=C1